OCCCCCCCCCCCN1C(C2=CC=CC=C2C1=O)=O 2-(11-hydroxyundecyl)isoindole-1,3-dione